tert-butyl (2-((6-chloro-3-((3,4-dichlorophenyl)amino)-9H-carbazol-1-yl)amino)ethyl)carbamate ClC=1C=C2C=3C=C(C=C(C3NC2=CC1)NCCNC(OC(C)(C)C)=O)NC1=CC(=C(C=C1)Cl)Cl